BrC=1C=CC2=C(C3=C(OC2)C=C(C=C3)OCC(=O)N3C[C@@H](O[C@@H](C3)C)C)C1 2-((9-bromo-6H-dibenzo[b,d]pyran-3-yl)oxy)-1-((2S,6R)-2,6-dimethylmorpholinyl)ethan-1-one